1-(2,3-dihydrobenzo[1,4]dioxin-2-ylmethyl)-3-(1-methoxy-1-methylethyl)-3-methylpiperidine O1C(COC2=C1C=CC=C2)CN2CC(CCC2)(C)C(C)(C)OC